FC=1C=C(C=C(C1)F)N1C(NC(=CC1=O)N[C@@H](C)C1=CC=CC=C1)=O (S)-3-(3,5-difluorophenyl)-6-((1-phenylethyl)amino)pyrimidine-2,4(1h,3h)-dione